((2-(((S)-1-((S)-2-((R)-4-acetyl-3-phenylpiperazine-1-carbonyl)pyrrolidin-1-yl)-3,3-dimethyl-1-oxobutan-2-yl)carbamoyl)benzo[b]thiophen-5-yl)difluoromethyl)phosphonic acid C(C)(=O)N1[C@@H](CN(CC1)C(=O)[C@H]1N(CCC1)C([C@H](C(C)(C)C)NC(=O)C1=CC2=C(S1)C=CC(=C2)C(F)(F)P(O)(O)=O)=O)C2=CC=CC=C2